FC(OC1=C(C(=CC=C1)F)C=1C=C2C(=NNC2=CC1[N+]#[C-])C1=CC(=C2CCN(CC2=C1)C([2H])([2H])[2H])C)F 7-(5-(2-(Difluoromethoxy)-6-fluorophenyl)-6-isocyano-1H-indazol-3-yl)-5-methyl-2-(Methyl-d3)-1,2,3,4-Tetrahydroisoquinoline